N-(bis(2-fluorophenyl)phosphaneyl)-N-isopropyl-1,1-bis(4-(tributylsilyl)phenyl)phosphanamine FC1=C(C=CC=C1)P(N(P(C1=CC=C(C=C1)[Si](CCCC)(CCCC)CCCC)C1=CC=C(C=C1)[Si](CCCC)(CCCC)CCCC)C(C)C)C1=C(C=CC=C1)F